2-(1,1-difluoro-4-phenylbut-1-en-2-yl)naphthalene FC(=C(CCC1=CC=CC=C1)C1=CC2=CC=CC=C2C=C1)F